CN1N=CN=N1 Methyl-2H-tetrazole